FC(C1=CC=CC(=N1)CC1=CC=C(CC2=NOC(=C2)C=2C(=NC=CC2)N)C=C1)(F)F 3-(3-(4-((6-(trifluoromethyl)pyridin-2-yl)methyl)benzyl)isoxazol-5-yl)pyridin-2-amine